O1CCOC12CCC(CC2)C(C)(C)N 2-(1,4-dioxaspiro[4.5]decan-8-yl)propan-2-amine